NC1=CC=C(C=C1)C=1N=C(N(N1)C1=CC=C(C=C1)OC(C(F)(F)F)(F)F)N 5-(4-aminophenyl)-2-[4-(1,1,2,2,2-pentafluoroethoxy)phenyl]-1,2,4-triazol-3-amine